C(C)(=O)N1C(/C(/NC(C1)=O)=C(\[2H])/C=1N=CNC1C(C)(C)C)=O (Z)-1-acetyl-3-[(5-(tert-butyl)-1H-imidazol-4-yl)deutero-methylene]piperazine-2,5-dione